FC=1C(=NC(=NC1)NC1=CC=C(C=N1)N1CCN(CC1)C(=O)OCCCC)C=1C=C2C(=CC=NC2=C(C1)F)C(C)O butyl 4-(6-((5-fluoro-4-(8-fluoro-4-(1-hydroxyethyl)quinolin-6-yl)pyrimidin-2-yl)amino)pyridin-3-yl)piperazine-1-carboxylate